4-bromo-2-((4-chloro-2-methoxybenzyl)oxy)pyrimidine BrC1=NC(=NC=C1)OCC1=C(C=C(C=C1)Cl)OC